22,28-Difluoro-6-methyl-6-phenyl-24-oxa-3,9,19,30-tetrazapentacyclo[23.3.1.12,5.015,23.016,20]triaconta-1(29),2,4,15,17,20,22,25,27-nonaen-8-one FC=1C=C2NC=CC2=C2CCCCCNC(CC(C3=CN=C(C=4C(=CC=C(OC12)C4)F)N3)(C3=CC=CC=C3)C)=O